BrC1=CC=C(C=C1)C=1OC(=NN1)C1CCCCC1 2-(4-bromophenyl)-5-cyclohexyl-1,3,4-oxadiazole